2-[(4-fluorophenyl)methyl]-2-azaspiro[3.3]heptan-6-yl (2R,5S)-2,5-dimethyl-4-(quinoxalin-2-yl)piperazine-1-carboxylate C[C@H]1N(C[C@@H](N(C1)C1=NC2=CC=CC=C2N=C1)C)C(=O)OC1CC2(CN(C2)CC2=CC=C(C=C2)F)C1